N-(but-3-yn-1-yl)-5-(2-((4-(trifluoromethyl)phenyl)amino)phenyl)-1,3,4-oxadiazole-2-carboxamide C(CC#C)NC(=O)C=1OC(=NN1)C1=C(C=CC=C1)NC1=CC=C(C=C1)C(F)(F)F